C1(CCCCC1)NC(=S)NC1=CC(=CC=C1)Cl 1-cyclohexyl-3-(3-chlorophenyl)thiourea